2-((6-bromo-2-cyclopropyl-8-fluoroquinolin-4-yl)(methyl)amino)-4-(4-fluorophenyl)thiazole-5-carbonitrile BrC=1C=C2C(=CC(=NC2=C(C1)F)C1CC1)N(C=1SC(=C(N1)C1=CC=C(C=C1)F)C#N)C